N-(pyrrolidin-3-ylmethyl)cyclopropylamine dihydrochloride Cl.Cl.N1CC(CC1)CNC1CC1